2-(1-((2R,3R)-3-(2,4-difluorophenyl)-3-hydroxy-4-(1H-1,2,4-triazol-1-yl)-2-butyl)-4-piperidinyl)-N-(4-chlorophenyl)acetamide FC1=C(C=CC(=C1)F)[C@]([C@@H](C)N1CCC(CC1)CC(=O)NC1=CC=C(C=C1)Cl)(CN1N=CN=C1)O